C1(CC1)C=1C(=C(C(=O)OC)C=C(N1)C)NC methyl 2-cyclopropyl-6-methyl-3-(methylamino)isonicotinate